C(C1=CC=CC=C1)OC1=CC2=CC=CC=C2C=C1 2-benzyloxynaphthalene